(E)-N-[2-[(2R,4R)-4-hydroxy-2-phenylpyrrolidin-1-yl]-2-oxoethyl]-3-[4-(trifluoromethyl)phenyl]prop-2-enamide O[C@@H]1C[C@@H](N(C1)C(CNC(\C=C\C1=CC=C(C=C1)C(F)(F)F)=O)=O)C1=CC=CC=C1